sodium lithium chloride (E)-5-{2-[(4-[pyridin-2-yl-oxy]phenyl)difluoromethylsulfonyl]vinyl}-2-hydroxyphenyl-2,2,3,3,3-pentafluoropropionate N1=C(C=CC=C1)OC1=CC=C(C=C1)C(S(=O)(=O)/C=C/C=1C=CC(=C(C1)OC(C(C(F)(F)F)(F)F)=O)O)(F)F.[Cl-].[Li+].[Na+].[Cl-]